ethyl-5-methylfuran-2-carboxylate C(C)OC(=O)C=1OC(=CC1)C